6-Amino-3-(3-(2-amino-2-oxoethyl)-4'-chloro-1',2'-dihydrospiro[cyclopentane-1,3'-pyrrolo[2,3-b]pyridin]-5'-yl)-2-fluoro-N,N-dimethylbenzamide NC1=CC=C(C(=C1C(=O)N(C)C)F)C=1C(=C2C(=NC1)NCC21CC(CC1)CC(=O)N)Cl